BrC1=CC(=C(S1)C)/C=C/C(=O)OCC (E)-ethyl 3-(5-bromo-2-methylthiophene-3-yl)acrylate